N-(3,4-difluorophenyl)-4-methoxy-1,2-dimethyl-5-(2-oxo-2-((1-(trifluoromethyl)cyclopropyl)amino)acetyl)-1H-pyrrole-3-carboxamide FC=1C=C(C=CC1F)NC(=O)C1=C(N(C(=C1OC)C(C(NC1(CC1)C(F)(F)F)=O)=O)C)C